C(CCC)N(CCO)CCO 2,2'-(butylimino)diethanol